S-Methyl-4-[2-[(3-chlorophenyl)methoxy]ethyl-methyl-amino]-4-methyl-pent-2-ynethioat CS=C(C#CC(C)(C)N(C)CCOCC1=CC(=CC=C1)Cl)[O-]